tert-butyl 2-[(3S)-4-[1-(2,6-dioxo-3-piperidyl)-3-methyl-2-oxo-benzimidazol-5-yl]-3-methyl-piperazin-1-yl]acetate O=C1NC(CCC1N1C(N(C2=C1C=CC(=C2)N2[C@H](CN(CC2)CC(=O)OC(C)(C)C)C)C)=O)=O